O[C@H]1[C@@H](CC1)NC(=O)C1=CC(=NN1[C@@H](C)C1=CC=CC=C1)C(=O)NC N5-((1R,2R)-2-Hydroxycyclobutyl)-N3-methyl-1-((S)-1-phenylethyl)-1H-pyrazole-3,5-dicarboxamide